CN1C=C(CC2=CC=CC=C12)CN([C@@H]1CN(CCC1)C1=CC(NC=C1)=O)CC1=CC(=NC=C1)C 1-methyl-3-({[(2-methylpyridin-4-yl)methyl][(3S)-1-(2-oxo-1,2-dihydropyridin-4-yl)piperidin-3-yl]amino}methyl)-1,4-dihydroquinolin